C[C@]1([C@@H]2CCCN([C@@H]2C1)C(C=C)=O)OC=1C=2N(C=C(N1)C=1C=NN(C1)C)N=CC2 1-((1R,6R,7S)-7-methyl-7-((6-(1-methyl-1H-pyrazol-4-yl)pyrazolo[1,5-a]pyrazin-4-yl)oxy)-2-azabicyclo[4.2.0]octan-2-yl)prop-2-en-1-one